C(C)N1C(C(N(CC1)C(=O)N[C@@H](C(=O)N[C@@H]1B(OC2=C(C1)C=CC=C2C(=O)O)O)C2=NC=C(C=C2F)P(=O)(O)O)=O)=O (R)-3-((R)-2-(4-ethyl-2,3-dioxopiperazine-1-carboxamido)-2-(3-fluoro-5-phosphonopyridin-2-yl)acetamido)-2-hydroxy-3,4-dihydro-2H-benzo[e][1,2]oxaborinine-8-carboxylic acid